4-methylpyridineOne CC1=CC(NC=C1)=O